(S)-3-((tert-butoxycarbonyl)amino)-2-(2-hydroxy-4-((4-(piperidin-1-ylmethyl)phenyl)butan-1,3-diyne-1-yl)benzoylamino)-3-methyl-butyric acid methyl ester COC([C@H](C(C)(C)NC(=O)OC(C)(C)C)NC(C1=C(C=C(C=C1)C#CC#CC1=CC=C(C=C1)CN1CCCCC1)O)=O)=O